2-methyl-3,4-dihydro-2H-isoquinolin-1-one CN1C(C2=CC=CC=C2CC1)=O